C(O)(O)=O.N=1C(C=CC1)=O pyrrolone carbonate